dimethyl-naphthyl-sulfonium hexafluorophosphate salt F[P-](F)(F)(F)(F)F.C[S+](C1=CC=CC2=CC=CC=C12)C